Cl.FC(C1=CC=C(C=N1)OCC1[C@H]2CNC[C@@H]12)(F)F (1R,5S,6S)-6-({[6-(trifluoromethyl)pyridin-3-yl]oxy}methyl)-3-azabicyclo[3.1.0]hexane hydrochloride